N1=CN=CC(=C1)C=1C=C(NC1)C(=O)OC methyl 4-(pyrimidin-5-yl)-1H-pyrrole-2-carboxylate